Diacetylhydrazine CC(=O)NNC(=O)C